OC(=C(C(=O)[O-])C)CCCOC(C(=C)C)=O hydroxy-3-methacryloyloxypropylmethacrylate